4-(3-Aminoazepan-1-yl)-2-cyclopentyl-phthalazin-1(2H)-one NC1CN(CCCC1)C1=NN(C(C2=CC=CC=C12)=O)C1CCCC1